4-t-butyl-phenylhydrazine hydrochloride Cl.C(C)(C)(C)C1=CC=C(C=C1)NN